((2R,5S)-4-(5-(7,8-dimethyl-[1,2,4]triazolo[1,5-a]pyridin-6-yl)-6-isopropyl-4H-pyrrolo[3,2-d]thiazol-2-yl)-2,5-dimethylpiperazin-1-yl)-2-(methylamino)ethan-1-one CC1=C(C=2N(C=C1C1=C(C=3N=C(SC3N1)N1C[C@H](N(C[C@@H]1C)C(CNC)=O)C)C(C)C)N=CN2)C